[Cu].NC1=NC=C(C2=C1C=NN2COCC[Si](C)(C)C)NC(=O)C(=O)N(CC2=NC=C(C=C2)C)CC2=CC=CC=C2 N-[4-amino-1-(2-trimethylsilylethoxymethyl)pyrazolo[4,3-c]pyridin-7-yl]-N'-benzyl-N'-[(5-methyl-2-pyridyl)methyl]oxamide Copper